2-((S)-1-chloroethyl)-1-((S)-oxetan-2-yl)-1H-benzo[d]imidazole-6-carboxylic acid tert-butyl ester C(C)(C)(C)OC(=O)C=1C=CC2=C(N(C(=N2)[C@H](C)Cl)[C@H]2OCC2)C1